fluoro-7-methoxy-[1,2,4]triazolo[1,5-c]quinazolin-5-amine FC1=NN2C(=NC=3C(=CC=CC3C2=N1)OC)N